ClCC(=O)N1CCCC2=CC(=CC=C12)O 2-chloro-1-(6-hydroxy-3,4-dihydro-2H-quinolin-1-yl)ethanone